7-{2,6-diazaspiro[3.3]heptan-2-yl}-6-fluoro-4-oxo-1-(1,3-thiazol-2-yl)-1,4-dihydro-1,8-naphthyridine-3-carboxylic acid C1N(CC12CNC2)C2=C(C=C1C(C(=CN(C1=N2)C=2SC=CN2)C(=O)O)=O)F